2-amino-N-[[6-(hydroxymethyl)-2-pyridyl]methyl]-8-methoxy-quinazoline-4-carboxamide NC1=NC2=C(C=CC=C2C(=N1)C(=O)NCC1=NC(=CC=C1)CO)OC